N-[4-[4-(3-methylphenyl)-2-(4-methylthiophenyl)-1,3-thiazol-5-yl]-2-pyridinyl]benzamide CC=1C=C(C=CC1)C=1N=C(SC1C1=CC(=NC=C1)NC(C1=CC=CC=C1)=O)C1=CC=C(C=C1)SC